sec-octadecyl ether sulfate salt S(=O)(=O)(O)O.C(C)(CCCCCCCCCCCCCCCC)OC(C)CCCCCCCCCCCCCCCC